C(C1CO1)OCCCCO[Si](OC)(OC)CCCCCC (3-glycidoxypropyl)hexyltrimethoxysilane